N-UNDECANE CCCCCCCCCCC